F[P-](F)(F)(F)(F)F.C(CCC)[N+]1=CC=CC=C1 N-butyl-pyridinium hexafluorophosphate